(R)-2-(pyrrolidin-3-yl)acetonitrile N1C[C@H](CC1)CC#N